O1C(=NC2=C1C=CC=C2)NC(=O)C2CCCCCCC2 N-(1,3-Benzoxazol-2-yl)cyclooctancarboxamid